ClC=1C(=C(C(=CC1)C(F)F)C1=CN=CC(=N1)C(=O)NC=1C=NN(C1)CC=1C=NC(=CC1)N1[C@H](CC1)CO)F (R)-6-(3-Chloro-6-(difluoromethyl)-2-fluorophenyl)-N-(1-((6-(2-(hydroxymethyl)azetidin-1-yl)pyridin-3-yl)methyl)-1H-pyrazol-4-yl)pyrazine-2-carboxamide